BrC=1C=C2C=C(N=CC2=CC1Cl)NC(=O)C1C(C1)C (1S,1R) or (1S,2S)-N-(6-bromo-7-chloroisoquinolin-3-yl)-2-methylcyclopropane-1-carboxamide